N-(5-fluoro-1H-indol-3-yl)-6-morpholino-1H-indazole-3-carboxamide FC=1C=C2C(=CNC2=CC1)NC(=O)C1=NNC2=CC(=CC=C12)N1CCOCC1